1-docosanoyl-sn-glycero-3-phosphocholine C(CCCCCCCCCCCCCCCCCCCCC)(=O)OC[C@@H](O)COP(=O)([O-])OCC[N+](C)(C)C